OCCCNC=O N-(3-hydroxypropyl)formamide